C(C)C=1C=C(C)C=CC1 m-ethyl-toluene